1-((1-ethylpiperidin-4-yl)methyl)-3-(naphthalen-1-ylmethyl)-1H-pyrazolo[3,4-d]pyrimidin-4-amine C(C)N1CCC(CC1)CN1N=C(C=2C1=NC=NC2N)CC2=CC=CC1=CC=CC=C21